sulfonyl-bis(benzotriazole) S(=O)(=O)(C1=CC=CC=2NN=NC21)C2=CC=CC=1NN=NC12